CC(COC=1C=NC(=CC1C1=CC=2N(C=C1)N=C(C2)NC2=NC(=NC(=C2)C)C(F)(F)F)C)(C)O 2-methyl-1-[[6-methyl-4-[2-[[6-methyl-2-(trifluoromethyl)pyrimidin-4-yl]amino]pyrazolo[1,5-a]pyridin-5-yl]-3-pyridyl]oxy]propan-2-ol